N-(1-methylpiperidin-4-yl)-4-({5-chloro-2-[(1-oxoisoindol-5-yl)amino]pyrimidin-4-yl}amino)piperidine-1-carboxamide CN1CCC(CC1)NC(=O)N1CCC(CC1)NC1=NC(=NC=C1Cl)NC=1C=C2C=NC(C2=CC1)=O